2-(3-formyl-1H-indazol-5-yl)benzonitrile C(=O)C1=NNC2=CC=C(C=C12)C1=C(C#N)C=CC=C1